O=C1C=CC(=CN1CC(F)(F)F)CN1CC2(CN(C2)C(=O)OC(C)(C)C)C1 tert-butyl 6-[[6-oxo-1-(2,2,2-trifluoroethyl)-3-pyridyl]methyl]-2,6-diazaspiro[3.3]heptane-2-carboxylate